NC1=C(C(=NN1C(C)C)C1=CC=C(C=C1)CC(=O)NC1=CC(=NO1)C1CC1)C(=O)N 5-Amino-3-(4-(2-((3-cyclopropylisoxazol-5-yl)amino)-2-oxoethyl)phenyl)-1-isopropyl-1H-pyrazole-4-carboxamide